alpha-eThen C=C